OCC(C)N1C(CNC=2C1=NC(=CN2)C=2C(=NC(=CC2)C2=NNC=N2)C)=O 1-(1-hydroxypropan-2-yl)-7-(2-methyl-6-(1H-1,2,4-triazol-3-yl)pyridin-3-yl)-3,4-dihydropyrazino[2,3-b]pyrazin-2(1H)-one